3-(5,7-difluoro-4-oxo-1H-quinolin-2-yl)-4-(trifluoromethylsulfonyl)benzonitrile FC1=C2C(C=C(NC2=CC(=C1)F)C=1C=C(C#N)C=CC1S(=O)(=O)C(F)(F)F)=O